1-(4-(tert-butoxycarbonyl)benzyl)-5-oxopyrrolidine-3-carboxylic acid C(C)(C)(C)OC(=O)C1=CC=C(CN2CC(CC2=O)C(=O)O)C=C1